ClC1=CC2=C(N=CNC2=O)N1C1=CC=C(C=C1)C1COC2CC2N1C(=O)OC(C)(C)C tert-butyl 4-(4-(6-chloro-4-oxo-3,4-dihydro-7H-pyrrolo[2,3-d]pyrimidin-7-yl) phenyl)-2-oxa-5-azabicyclo[4.1.0]heptane-5-carboxylate